dimethylindanone CC1(CC2=CC=CC=C2C1=O)C